4-(1-(2,2-difluoroethyl)-3-phenyl-1H-pyrazol-4-yl)-7-methoxyquinazolin FC(CN1N=C(C(=C1)C1=NC=NC2=CC(=CC=C12)OC)C1=CC=CC=C1)F